(4R,5R)-4-Hydroxy-5-((S)-5H-imidazo[5,1-a]isoindol-5-yl)-4,5,6,7-tetrahydrobenzo[d]thiazol-2-carboxamid O[C@@H]1[C@H](CCC2=C1N=C(S2)C(=O)N)[C@@H]2N1C(C3=CC=CC=C23)=CN=C1